C1([C@H](O)[C@@H](O)[C@H](O)[C@H](O1)CO)OC(C(O)CO)=O D-glucosylglycerate